1-ethenyl-2-nitrobenzene C(=C)C1=C(C=CC=C1)[N+](=O)[O-]